C(C1CO1)C1=CC2=CC=C(C=C2C=C1)CC1CO1 2,6-diglycidyl-naphthalene